FC(C=1C=NC(=NC1)C(C(C)N)N)(F)F (5-trifluoromethyl-pyrimidin-2-yl)-propane-1,2-diamine